N(=[N+]=[N-])CCCC(=O)N1CCCCC1 1-(4-azidobutyryl)piperidine